N-((5-(3-fluorophenyl)-1-tosyl-1H-pyrrol-3-yl)methyl)methane-d3-amine FC=1C=C(C=CC1)C1=CC(=CN1S(=O)(=O)C1=CC=C(C)C=C1)CNC([2H])([2H])[2H]